(R)-2-[1-[5-chloro-2-[(6-fluoro-2-methyl-3,4-dihydro-1H-isoquinolin-7-yl)amino]pyrimidin-4-yl]-3-methyl-indolin-3-yl]acetic acid ClC=1C(=NC(=NC1)NC1=C(C=C2CCN(CC2=C1)C)F)N1C[C@](C2=CC=CC=C12)(C)CC(=O)O